1,5-dimethyl-2-oxo-2,3-dihydro-1H-imidazole-4-carboxamide CN1C(NC(=C1C)C(=O)N)=O